C[C@@H]1N(CCC1)CC1=CC=2C=NC(=CC2N1)NC(=O)C=1C=C2C=NN(C2=CC1)C1=CC=NC=C1 N-(2-[[(2S)-2-methylpyrrolidin-1-yl]methyl]-1H-pyrrolo[3,2-c]pyridin-6-yl)-1-(pyridin-4-yl)indazole-5-carboxamide